ClC1=C(C=CC=C1B1OC(C(O1)(C)C)(C)C)NC(=O)C1=NN2C([C@@H](CCC2)NCC(=O)OC)=C1 methyl 2-[[(4R)-2-[[2-chloro-3-(4,4,5,5-tetramethyl-1,3,2-dioxaborolan-2-yl)phenyl]carbamoyl]-4,5,6,7-tetrahydropyrazolo[1,5-a]pyridin-4-yl]amino]acetate